C1(CCCCC1)C1=NOC(=N1)C1CC2(C1)CCN(CC2)C(CC2=NC(=NO2)C)=O 1-(2-(3-cyclohexyl-1,2,4-oxadiazol-5-yl)-7-azaspiro[3.5]nonan-7-yl)-2-(3-methyl-1,2,4-oxadiazol-5-yl)ethan-1-one